C(C(C)C)[C@@]1(N(SOC1)C(=O)[O-])C (S)-4-isobutyl-4-methyl-1,2,3-Oxathiazolidine-3-carboxylate